3-(benzyloxy)-6-(4-(3-((tert-butoxycarbonyl)amino)piperidin-1-yl)but-1-yn-1-yl)picolinic acid methyl ester COC(C1=NC(=CC=C1OCC1=CC=CC=C1)C#CCCN1CC(CCC1)NC(=O)OC(C)(C)C)=O